(aminoethyl)triethoxysilane NCC[Si](OCC)(OCC)OCC